7-(4,4,5,5-tetramethyl-1,3,2-dioxaborolan-2-yl)-1-(2,2,2-trifluoroethyl)-1H-indazol-3-amine CC1(OB(OC1(C)C)C=1C=CC=C2C(=NN(C12)CC(F)(F)F)N)C